2-(4-hydroxyphenyl)bicyclo[2.2.1]Hept-5-ene OC1=CC=C(C=C1)C1C2C=CC(C1)C2